6-chloro-N-[(3R,6S)-6-{[(7-chloroimidazo[1,2-a]pyridin-2-yl)methyl]carbamoyl}oxan-3-yl]-4-oxo-3,4-dihydro-2H-1-benzopyran-2-carboxamide ClC=1C=CC2=C(C(CC(O2)C(=O)N[C@H]2CO[C@@H](CC2)C(NCC=2N=C3N(C=CC(=C3)Cl)C2)=O)=O)C1